2-(4-chloro-3-fluorophenoxy)-N-(3-{2-[2-(3-methylphenyl)ethoxy]acetylamino}-bicyclo[1.1.1]pentan-1-yl)acetamide ClC1=C(C=C(OCC(=O)NC23CC(C2)(C3)NC(COCCC3=CC(=CC=C3)C)=O)C=C1)F